N-[4-[3-bromo-2-(trifluoromethyl)phenoxy]-6-(2,6-dimethylphenyl)pyrimidin-2-yl]-1-methyl-pyrazole-4-sulfonamide BrC=1C(=C(OC2=NC(=NC(=C2)C2=C(C=CC=C2C)C)NS(=O)(=O)C=2C=NN(C2)C)C=CC1)C(F)(F)F